O1C=CC=2C(NC=CC21)=O 5H-furo[3,2-c]pyridin-4-one